2-(5-fluoropyridin-2-yl)-3-(6-methyl-1H-pyrazolo[3,4-b]pyridin-4-yl)-6,7-dihydro-5H-pyrazolo[5,1-b][1,3]oxazine FC=1C=CC(=NC1)C1=NN2C(OCCC2)=C1C1=C2C(=NC(=C1)C)NN=C2